tert-butyl 4-(5-ethyl-4-(2-((2-fluoro-4-(trifluoromethyl)phenyl)amino)-2-oxoethyl)-2-morpholino-7-oxo-4,7-dihydro-[1,2,4]triazolo[1,5-a]pyrimidin-6-yl)piperazine-1-carboxylate C(C)C=1N(C=2N(C(C1N1CCN(CC1)C(=O)OC(C)(C)C)=O)N=C(N2)N2CCOCC2)CC(=O)NC2=C(C=C(C=C2)C(F)(F)F)F